4-((3R,5S)-3,5-dimethylpiperazin-1-yl)-N-(7-fluoro-2,8-dimethylimidazo[1,2-a]pyridin-6-yl)-2,3-dihydro-1H-pyrrolo[2,3-b]pyridine-1-carboxamide C[C@@H]1CN(C[C@@H](N1)C)C1=C2C(=NC=C1)N(CC2)C(=O)NC=2C(=C(C=1N(C2)C=C(N1)C)C)F